O[C@@H]1C[C@H]2[C@H](CCCC3=C(O2)C=C(C=C3)C(=O)O)[C@H]1\C=C\C([C@@H](CCCC)C)O (2R,3R,3aR,11aS)-2-hydroxy-3-[(1E,3ξ,4R)-3-hydroxy-4-methyl-1-octen-1-yl]-1,2,3,3a,4,5,6,11a-octahydrobenzo[b]cyclopenta[g]oxocine-9-carboxylic acid